C(CC)N(CCCCC(CCCCCOOC(CCCCCCC\C=C/CCCCCCCC)=O)(CCCCCCC(CCCCCCC\C=C/CCCCCCCC)=O)O)CCC (Z)-octadec-9-enoic acid [7-[4-(dipropylamino) butyl]-7-hydroxy-13-[(Z)-octadec-9-enoyl] oxatridecyl] ester